Potassium Persulphate S(=O)(=O)([O-])OOS(=O)(=O)[O-].[K+].[K+]